ClC1=CC=2N(C3=CC=CC=C3C2C=C1)C1=C(C=CC=C1)C=1C2=CC=CC=C2C=2C=CC=CC2C1 2-chloro-9-(2-(phenanthren-9-yl)phenyl)-9H-carbazole